Cl.ClC=1C=C(C(=C(C1)C1=NC=NN2C1=CC(=C2)CN2C(N(C=CC2=O)C)=O)C[C@@H]2CNCCO2)C (R)-3-((4-(5-chloro-3-methyl-2-(morpholin-2-ylmethyl)phenyl)pyrrolo[2,1-f][1,2,4]triazin-6-yl)methyl)-1-methylpyrimidine-2,4(1H,3H)-dione hydrochloride